γ-chloropropyltrimethoxysilane hydroxymethylaminoacetate OCNCC(=O)O.ClCCC[Si](OC)(OC)OC